tert-butyl (3S)-3-({4-[({5-[(3-chloro-2-methoxy-phenyl)carbamothioyl]-3-(2-hydroxyethyl)-6-oxo-2,3-dihydro-1H-pyridin-4-yl}amino)methyl]-3-pyridyl}oxymethyl)morpholine-4-carboxylate ClC=1C(=C(C=CC1)NC(=S)C1=C(C(CNC1=O)CCO)NCC1=C(C=NC=C1)OC[C@H]1N(CCOC1)C(=O)OC(C)(C)C)OC